C(C1=CC=CC=C1)OC1=CC=C2C(=C([N+](CC2=C1)=O)C1CCOCC1)C1=CC(=C(C=C1)F)C 7-benzyloxy-4-(4-fluoro-3-methyl-phenyl)-2-oxo-3-tetrahydropyran-4-yl-isoquinolin-2-ium